(S)-benzyl 2-benzyl-2-(1-(benzyloxy)-3-(3-(benzyloxy)-4-(((bis(benzyloxy)phosphoryl)oxy)methoxy)phenyl)-2-methyl-1-oxopropan-2-yl)hydrazinecarboxylate C(C1=CC=CC=C1)N(NC(=O)OCC1=CC=CC=C1)[C@](C(=O)OCC1=CC=CC=C1)(CC1=CC(=C(C=C1)OCOP(=O)(OCC1=CC=CC=C1)OCC1=CC=CC=C1)OCC1=CC=CC=C1)C